NC1=C(C(=O)OC)C=CC(=C1O)Br methyl 2-amino-4-bromo-3-hydroxybenzoate